4-{[1-(oxetan-3-yl)piperidin-4-yl]methoxy}pyridin-2-amine O1CC(C1)N1CCC(CC1)COC1=CC(=NC=C1)N